[4-(2,3-epoxypropoxy)cyclohexyl]methane C(C1CO1)OC1CCC(CC1)C